3-(phenylthio)acrylic acid C1(=CC=CC=C1)SC=CC(=O)O